(R)-Ethyl 2-methyl-5-phenylpentanoate C[C@@H](C(=O)OCC)CCCC1=CC=CC=C1